C(CCCCCCCCCCCCCCCCCCC)(=O)[O-].[Ag+] silver eicosanate